NC1=NC(=CC(=N1)C1=NN(C=C1CC=1SC=C(N1)C(=O)OC)C(F)F)Cl methyl 2-[[3-(2-amino-6-chloro-pyrimidin-4-yl)-1-(difluoromethyl)pyrazol-4-yl]methyl]thiazole-4-carboxylate